5-(tert-butyl)-N-(4-(3-(piperazin-1-yl)pyridin-4-yl)-2-(trifluoromethyl)benzyl)-1,2,4-oxadiazole-3-carboxamide C(C)(C)(C)C1=NC(=NO1)C(=O)NCC1=C(C=C(C=C1)C1=C(C=NC=C1)N1CCNCC1)C(F)(F)F